(R)-N-(2,8-dimethylimidazo[1,2-a]pyridin-6-yl)-4-(3-methylpiperazin-1-yl)-2,3-dihydro-1H-pyrrolo[2,3-b]pyridine-1-carboxamide 2,2,2-trifluoroacetate FC(C(=O)O)(F)F.CC=1N=C2N(C=C(C=C2C)NC(=O)N2CCC=3C2=NC=CC3N3C[C@H](NCC3)C)C1